(2E)-3-(2,2-difluoro-2H-1,3-benzodioxol-5-yl)-1-(morpholin-4-yl)prop-2-en-1-one FC1(OC2=C(O1)C=CC(=C2)/C=C/C(=O)N2CCOCC2)F